Ethyl (S)-4-(4-((benzyloxy)carbonyl)-3-(cyanomethyl)piperazin-1-yl)-7-(naphthalen-1-yl)-5,6,7,8-tetrahydro-1,7-naphthyridine-2-carboxylate C(C1=CC=CC=C1)OC(=O)N1[C@H](CN(CC1)C1=CC(=NC=2CN(CCC12)C1=CC=CC2=CC=CC=C12)C(=O)OCC)CC#N